2,4,6-tris-pyridinyltriazine N1=C(C=CC=C1)N1NC(=CC(=N1)C1=NC=CC=C1)C1=NC=CC=C1